5-[4-(6-methylpyridin-3-yl)-3-(trifluoromethoxy)phenyl]-3,6-dihydro-2H-1,3,4-oxadiazin CC1=CC=C(C=N1)C1=C(C=C(C=C1)C1=NNCOC1)OC(F)(F)F